N-[4-(2-aminoethyl)phenyl]Methanesulfonamide NCCC1=CC=C(C=C1)NS(=O)(=O)C